4-(4-((1R,5S)-3,8-diazabicyclo[3.2.1]octane-3-yl)-8-fluoro-2-((1-((4-(fluoromethylene)piperidin-1-yl)methyl)cyclopropyl)methoxy)pyrido[4,3-d]pyrimidin-7-yl)-5-ethyl-6-fluoronaphthalene [C@H]12CN(C[C@H](CC1)N2)C=2C1=C(N=C(N2)OCC2(CC2)CN2CCC(CC2)=CF)C(=C(N=C1)C1=CC=CC2=CC=C(C(=C12)CC)F)F